O=C1C2=CC=CC=C2SC=2C(=CC=CC12)C(=O)[O-] 9-oxo-9H-thioxanthene-4-carboxylate